C1(=CC=CC=C1)CCN1CCNCC1 4-(2-phenylethyl)piperazin